1-(4-(7-((3-methoxyphenyl)amino)-1-methyl-6,7-dihydro-5H-benzo[c][1,2,3]triazolo[1,5-a]azepin-9-yl)-3,6-dihydropyridin-1(2H)-yl)ethan-1-one COC=1C=C(C=CC1)NC1C2=C(C=3N(CC1)N=NC3C)C=CC(=C2)C=2CCN(CC2)C(C)=O